1-((1-acryloylazetidin-3-yl)methyl)-3-(2-(dimethylamino)ethoxy)-7-fluoro-6-(3-hydroxynaphthalen-1-yl)quinoxalin-2(1H)-one C(C=C)(=O)N1CC(C1)CN1C(C(=NC2=CC(=C(C=C12)F)C1=CC(=CC2=CC=CC=C12)O)OCCN(C)C)=O